(1S,2R,3S,4R,5S)-3-(benzyloxy)-2-hydroxy-6,8-dioxabicyclo[3.2.1]octan-4-yl benzoate C(C1=CC=CC=C1)(=O)O[C@@H]1[C@H]([C@@H]([C@@H]2CO[C@H]1O2)O)OCC2=CC=CC=C2